C(CCC)N([N+](=O)[O-])CCO[N+](=O)[O-] N-butylnitrooxyethyl-nitro-amine